ClC1=NC=CC(=C1)OC1=CC=C2C(=NN(C2=C1)C)C 6-((2-chloropyridin-4-yl)oxy)-1,3-dimethyl-1H-indazole